BrC1=CC(=C(C(=O)O)C=C1)OCC 4-bromo-2-ethoxybenzoic acid